(Diphenyl(2,4,6-Trimethylbenzoyl))Phosphine C1(=CC=CC=C1)C=1C(=C(C(=C(C(=O)P)C1C)C)C1=CC=CC=C1)C